4-(3-chlorophenyl)-9-phenyl-9H-carbazole ClC=1C=C(C=CC1)C1=CC=CC=2N(C3=CC=CC=C3C12)C1=CC=CC=C1